6-(4-(1H-Pyrazol-1-yl)benzyl)-5-oxo-5,6-dihydroimidazo[1,2-c]pyrimidine-8-carbonitrile N1(N=CC=C1)C1=CC=C(CN2C(N3C(C(=C2)C#N)=NC=C3)=O)C=C1